3-chloro-5-(cyclopropanecarbonylamino)pyrazine-2-carboxylic acid methyl ester COC(=O)C1=NC=C(N=C1Cl)NC(=O)C1CC1